C(C)C1=CN(C=2N=NC(=CC21)C2=C(C=C(C=C2C)C(F)(F)F)O)C2CC(C2)(C)O 2-{5-ethyl-7-[(1s,3s)-3-hydroxy-3-methylcyclobutyl]-7H-pyrrolo[2,3-c]pyridazin-3-yl}-3-methyl-5-(trifluoromethyl)phenol